tripropyl-benzyl-phosphonium hydroxide [OH-].C(CC)[P+](CC1=CC=CC=C1)(CCC)CCC